N-(4-Hydroxythieno[2,3-b]pyridin-2-yl)carbamic acid tert-butyl ester C(C)(C)(C)OC(NC1=CC=2C(=NC=CC2O)S1)=O